C(C=CC)NC(ONC1=C(C=C(C=C1[N+](=O)[O-])C(N)=O)C)=O 4-carbamoyl-2-methyl-6-nitrophenylamino but-2-enylcarbamate